COC=1C2=C(N=C(N1)NC1=CC=C(C=C1)N1CCN(CC1)C)SC=C2C 4-methoxy-5-methyl-N-(4-(4-methylpiperazin-1-yl)phenyl)thieno[2,3-d]pyrimidin-2-amine